N-[(1-acetylhexahydropyridin-4-yl)methyl]-6-(furan-3-yl)-1-benzofuran-2-carboxamide C(C)(=O)N1CCC(CC1)CNC(=O)C=1OC2=C(C1)C=CC(=C2)C2=COC=C2